NC(C[C@@H](C(NCCOCCOCCC(N([C@H](C(=O)[O-])C)C)=O)=O)NC(CCN1C=C(C=C1)CN(NC)C)=O)=O (2S,15S)-15-(2-amino-2-oxoethyl)-19-(3-((1,2-dimethylhydrazinyl)methyl)-1H-pyrrol-1-yl)-2,3-dimethyl-4,14,17-trioxo-7,10-dioxa-3,13,16-triazanonadecanoate